COC1CCC(CC1)CC(C)(N)C 1-((1s,4s)-4-methoxycyclohexyl)-2-methylpropan-2-amine